C(C)S(=O)(=O)NC1CN(CC1)C(=O)[O-] 3-(ethylsulfon amido)pyrrolidine-1-carboxylate